C(C)(C)(C)C(C(=O)[O-])(C(=O)[O-])CC.[K+].[Li+].[Si](C1=CC=CC=C1)(C1=CC=CC=C1)(C(C)(C)C)OC1=C(C(=CC=C1)F)C=1C=C2C(=NN=C(C2=CC1Cl)N1CCN(CC1)C(C=C)=O)C1CCCC1 1-(4-(6-(2-((tert-butyldiphenylsilyl)oxy)-6-fluorophenyl)-7-chloro-4-cyclopentylphthalazin-1-yl)piperazin-1-yl)prop-2-en-1-one lithium potassium 2-(tert-butyl)-2-ethylmalonate